3-amino-6-bromo-2-fluorobenzonitrile NC=1C(=C(C#N)C(=CC1)Br)F